O1C(=NC=C1)C=1C(=NC=CN1)C(=O)NCC1COCC1 (Oxazol-2-yl)-N-((tetrahydrofuran-3-yl)methyl)pyrazine-2-carboxamide